N-(2,4-dimethylphenyl)-2-(methoxymethyl)-6-({[2-(trifluoromethyl)phenyl]carbonyl}amino)-1H-benzimidazole-4-carboxamide CC1=C(C=CC(=C1)C)NC(=O)C1=CC(=CC=2NC(=NC21)COC)NC(=O)C2=C(C=CC=C2)C(F)(F)F